C(C)OC=C(C(=O)OCC)C(=C)O[Si](C)(C)C ethyl 2-(ethoxymethylene)-3-((trimethylsilyl)oxy)but-3-enoate